FC1=CC=2C=C3N(C2C=C1)CCOCC3 9-fluoro-1H,2H,4H,5H-[1,4]oxazepino[4,5-a]indole